C(C1=CC=CC=C1)N1CCC(CC1)CCC(=O)C1=CC=C(C=C1)C=1CCNCC1 3-(1-benzylpiperidin-4-yl)-1-(4-(1,2,3,6-tetrahydropyridin-4-yl)phenyl)propan-1-one